N=1C=CN2N=C(C=CC21)C2=CNC=1N=C(N=CC12)NC1C[C@@H]2[C@@H](CN(C2)C(C)=O)C1 1-((3aR,5s,6aS)-5-((5-(imidazo[1,2-b]pyridazin-6-yl)-7H-pyrrolo[2,3-d]pyrimidin-2-yl)amino)hexahydrocyclopenta[c]pyrrol-2(1H)-yl)ethan-1-one